1-(2-((2-((3-chloro-2-fluorobenzyl)amino)-2-oxoethyl)(isopropyl)amino)-2-oxoethyl)-N5-(cyclopropylmethyl)-1H-indazole-3,5-dicarboxamide ClC=1C(=C(CNC(CN(C(CN2N=C(C3=CC(=CC=C23)C(=O)NCC2CC2)C(=O)N)=O)C(C)C)=O)C=CC1)F